FC=1C=C(C=CC1C(F)(F)F)C1=CN=C(O1)NC=1C=CC(=NC1)C#N 5-((5-(3-fluoro-4-(trifluoromethyl)phenyl)oxazol-2-yl)amino)pyridinecarbonitrile